Cl.ClC1=C(C=CC(=C1)Cl)C=1CCCC2=C(C1C1=C(C=C(C(=C1)F)C=C1CN(C1)CCCF)F)C=CC(=C2)C(=O)O 8-(2,4-dichlorophenyl)-9-(2,5-difluoro-4-((1-(3-fluoropropyl)azetidin-3-ylidene)methyl)phenyl)-6,7-dihydro-5H-benzo[7]annulene-3-carboxylic acid hydrochloride